ClC1=C(C=CC(=C1)Cl)[C@@H](C)OC1=CC(=NC(=C1C)C)N1CC(C1)[C@@H]1CN(CCC1)C1CC(C1)C(=O)O (1R,3r)-3-((R)-3-(1-(4-((R)-1-(2,4-dichlorophenyl)ethoxy)-5,6-dimethylpyridin-2-yl)azetidin-3-yl)piperidin-1-yl)cyclobutane-1-carboxylic acid